NCCCOC=1C=C(C=CC1)NC=1C(=NC(=C(N1)NC1CCOCC1)C)C(=O)N 3-((3-(3-aminopropoxy)phenyl)amino)-6-methyl-5-((tetrahydro-2H-pyran-4-yl)amino)pyrazine-2-carboxamide